tert-butyl ((4-(6-((tert-butyldiphenylsilyl)oxy)-2-azaspiro[3.3]heptan-2-yl)-1-(4-(trifluoromethoxy)phenyl)-1H-pyrazolo[3,4-b]pyridin-3-yl)methyl)carbamate [Si](C1=CC=CC=C1)(C1=CC=CC=C1)(C(C)(C)C)OC1CC2(CN(C2)C2=C3C(=NC=C2)N(N=C3CNC(OC(C)(C)C)=O)C3=CC=C(C=C3)OC(F)(F)F)C1